CC1=CC=CC(=N1)C=1N=CC=2OCCN(C2N1)C1=CC=NC=C1C#N 4-(2-(6-methylpyridin-2-yl)-6,7-dihydro-8H-pyrimido[5,4-b][1,4]oxazin-8-yl)nicotinonitrile